Cl.NC1=C(C(=O)OC2=CC=3CN(CCC3S2)C(C(=O)C2CC2)C2=C(C=CC=C2)F)C=CC=C1 5-(2-cyclopropyl-1-(2-fluorophenyl)-2-oxoethyl)-4,5,6,7-tetrahydrothieno[3,2-c]pyridin-2-yl 2-aminobenzoate hydrochloride